FC(C=1N=C(OC1C(=O)N1[C@@H](C2=C(CC1)NC=N2)C=2SC1=C(N2)C(=CC=C1)F)[C@H](C)O)F (4-(difluoromethyl)-2-((S)-1-hydroxyethyl)oxazol-5-yl)((S)-4-(4-fluorobenzo[d]thiazol-2-yl)-6,7-dihydro-1H-imidazo[4,5-c]pyridin-5(4H)-yl)methanone